NC1=NC=NC=2C3=C(CC(C12)(C)C)C(=C(C=C3)OC3CCNCC3)N(CCC#N)C 3-[[4-amino-5,5-dimethyl-8-(4-piperidinyloxy)-6H-benzo[H]quinazolin-7-yl]-methyl-amino]propionitrile